(19R)-22-amino-3-ethyl-16-fluoro-19-methyl-20-oxa-3,4,8,9,23-pentaazapentacyclo[19.3.1.02,6.08,12.013,18]pentacosa-1(24),2(6),4,9,11,13,15,17,21(25),22-decaene-11-carbonitrile NC=1C=2O[C@@H](C3=CC(=CC=C3C3=C(C=NN3CC=3C=NN(C3C(=CN1)C2)CC)C#N)F)C